ClC1=CC=C(CC=2N=NN(C2)CC=2C=C3CN(C(C3=CC2)=O)C2C(NC(CC2)=O)=O)C=C1 3-(5-((4-(4-chlorobenzyl)-1H-1,2,3-triazol-1-yl)methyl)-1-oxoisoindolin-2-yl)piperidine-2,6-dione